COC=1C=C(C=CC1NCC#CC=1N(C2=CC=CC(=C2C1)NC1CCC(CC1)N1CCS(CC1)=O)CC(F)(F)F)S(=O)(=O)N 3-methoxy-4-{[3-(4-{[(1S,4S)-4-(1-oxo-1λ4-thiomorpholin-4-yl)cyclohexyl]amino}-1-(2,2,2-trifluoroethyl)-1H-indol-2-yl)prop-2-yn-1-yl]amino}benzene-1-sulfonamide